(R)-5-bromo-4-chloro-N1-(1-(2,4-dichlorophenyl)ethyl)benzene-1,2-diamine BrC1=C(C=C(C(=C1)N[C@H](C)C1=C(C=C(C=C1)Cl)Cl)N)Cl